NC1=C(C(=O)OC)C=C(C(=C1)Br)F Methyl 2-amino-4-bromo-5-fluoro-benzoate